(R)-N-((3S,4S)-8-(3-(2,3-dichlorophenyl)-4-cyano-1H-pyrazolo[3,4-d]pyrimidin-6-yl)-3-methyl-2-oxa-8-azaspiro[4.5]dec-4-yl)-2-methylpropan-2-sulfinamide ClC1=C(C=CC=C1Cl)C1=NNC2=NC(=NC(=C21)C#N)N2CCC1([C@@H]([C@@H](OC1)C)N[S@](=O)C(C)(C)C)CC2